(R)-7-oxo-octahydro-2H-pyrazino[1,2-a]pyrazine-2-carboxylic acid tert-butyl ester C(C)(C)(C)OC(=O)N1C[C@@H]2N(CC1)CC(NC2)=O